CC(=O)C1=CC(=CNC1)C(=O)C diacetyldihydropyridine